ClC=1C=C(C=2N(N1)C=NC2)P(=O)(CC)CC 2-chloro-4-(diethylphosphoryl)imidazo[1,5-b]pyridazine